3,5-dichloro-4-hydrazinopyridine ClC=1C=NC=C(C1NN)Cl